C1(CCC1)NC(=O)C1=CC2=C(N=C(S2)O[C@H]2CN(CC2)C(=O)OC(C)(C)C)S1 tert-butyl (R)-3-((5-(cyclobutylcarbamoyl)thieno[2,3-d]thiazol-2-yl)oxy)pyrrolidine-1-carboxylate